tert-butyl (5-methoxy-2-methyl-2H-indazol-4-yl)carbamate COC1=C(C2=CN(N=C2C=C1)C)NC(OC(C)(C)C)=O